C(C1=CC=CC=C1)NC=1C(=NC=CC1)N N~3~-BENZYLPYRIDINE-2,3-DIAMINE